ClC1=NC2=CC=CC=C2C(=N1)C1=CC=C(C=C1)C1=CC2=CC=CC=C2C=C1 2-chloro-4-(4-(naphthalen-2-yl)phenyl)quinazoline